5-fluoro-1-(2-fluorobenzyl)-1H-pyrazolo[3,4-B]pyridine-3-amine FC=1C=C2C(=NC1)N(N=C2N)CC2=C(C=CC=C2)F